Chloroalanine methyl ester COC([C@@H](NCl)C)=O